C[C@H]1CN(CC[C@@H]1NC(=O)C1=CC(=CC=2N(C=NC21)CC(F)(F)F)C#CCNC=2C(OC)=CC(=C(C2)C(NC)=O)F)C2CCC(CC2)C#N N-{(3S,4S)-3-methyl-1-[(1s,4R)-4-cyanocyclohexyl]-4-piperidyl}-6-{3-[4-(N-methylcarbamoyl)-5-fluoro-2-anisidino]-1-propynyl}-1-(2,2,2-trifluoroethyl)-1H-1,3-benzimidazole-4-carboxamide